Cl.N1=NC=C(C=C1)C=1SC=C(N1)C(=O)N 2-(pyridazin-4-yl)thiazole-4-carboxamide hydrochloride